NC1=NC=C(C=C1O[C@H](C)C=1C=C(C=CC1)NC(C1=CC(=CC=C1)S(=O)(=O)C1CCCC1)=O)Cl (R)-N-(3-(1-((2-amino-5-chloropyridin-3-yl)oxy)ethyl)phenyl)-3-(cyclopentylsulfonyl)benzamide